5-((3-aminophenyl)amino)-1,8-naphthyridin-2(1H)-one dihydrochloride Cl.Cl.NC=1C=C(C=CC1)NC1=C2C=CC(NC2=NC=C1)=O